1-(4-(4-fluoro-2,3-dimethylphenyl)piperazin-1-yl)-2-(3-((3S,4S)-3-fluoro-4-hydroxypiperidine-1-carbonyl)-4,5,6,7-tetrahydro-1H-indazol-1-yl)ethanone FC1=C(C(=C(C=C1)N1CCN(CC1)C(CN1N=C(C=2CCCCC12)C(=O)N1C[C@@H]([C@H](CC1)O)F)=O)C)C